N-[(1S)-1-[(4S)-6,8-difluorochroman-4-yl]-2-[4-(3,5-dimethyl-1H-pyrazol-4-yl)anilino]-2-oxo-ethyl]-2-isopropyl-pyrazole-3-carboxamide FC=1C=C2[C@H](CCOC2=C(C1)F)[C@@H](C(=O)NC1=CC=C(C=C1)C=1C(=NNC1C)C)NC(=O)C=1N(N=CC1)C(C)C